ethyl (E)-4-((3-(dimethylamino) propyl) (4-fluoro-3-methylphenyl) amino)-4-oxobut-2-enoate CN(CCCN(C(/C=C/C(=O)OCC)=O)C1=CC(=C(C=C1)F)C)C